C[C@@H]1O[C@@H](CN(C1)C1CCN(CC1)C1=C(C=C(C(=C1)OC)NC1=NC=NC(=C1)N1OCC[C@@H]1C1=CC(=CC=C1)OC1=CC=CC=C1)NC(C=C)=O)C N-(2-(4-((2S,6R)-2,6-dimethyl-morpholino)piperidin-1-yl)-4-meth-oxy-5-((6-((R)-3-(3-phenoxyphenyl)isoxazolidin-2-yl)pyrimidin-4-yl)-amino)phenyl)-acrylamide